6-Fluoro-N-(2-((2S,3R)-2-methylpiperidin-3-yl)thieno[2,3-b]pyridin-4-yl)benzo[d]thiazol-5-amine FC1=CC2=C(N=CS2)C=C1NC1=C2C(=NC=C1)SC(=C2)[C@H]2[C@@H](NCCC2)C